C(C)OC(CC(=O)C(F)F)=O 4,4-difluoroacetoacetic acid ethyl ester